N-((3-chloro-7-(hydroxycarbamoyl)-5-methylbenzofuran-2-yl)methyl)pyrazolo[1,5-a]pyrimidine-3-carboxamide ClC1=C(OC2=C1C=C(C=C2C(NO)=O)C)CNC(=O)C=2C=NN1C2N=CC=C1